C1N(CC2=CC=CC=C12)C(=O)N 1,3-dihydro-2H-isoindole-2-carboxamide